(E)-4-(4-(dimethylamino)styryl)-1-fluoroethylpyridin-1-ium bromide [Br-].CN(C1=CC=C(/C=C/C2=CC=[N+](C=C2)C(C)F)C=C1)C